C(CCC)OC(=O)N1CCN(CC1)C=1C=NC(=CC1)NC1=NC=C(C(=N1)C=1C=C2C(=CC(=NC2=C(C1)F)C)C(=C)C)F.[N+](=O)([O-])[O-].[Ca+2].[N+](=O)([O-])[O-] calcium nitrate Butyl-4-(6-((5-fluoro-4-(8-fluoro-2-methyl-4-(prop-1-en-2-yl)quinolin-6-yl)pyrimidin-2-yl)amino)pyridin-3-yl)piperazine-1-carboxylate